FC=1C(=NC=C(C1)F)C1=NN(C=C1C1=C2C(=NC=C1)NN=C2)C 4-(3-(3,5-Difluoropyridin-2-yl)-1-methyl-1H-pyrazol-4-yl)-1H-pyrazolo[3,4-b]pyridine